COCCC(=O)N1C[C@@H](CC1)N(C(=O)C=1NC(=CC1)C=1C=NN(C1)C1=CC=CC=C1)CCC N-[(3R)-1-(3-methoxypropionyl)pyrrolidin-3-yl]-5-(1-phenyl-1H-pyrazol-4-yl)-N-propyl-1H-pyrrole-2-carboxamide